4-(butylamino)-2-ethoxy-N-methyl-N-(5-nitrothiazol-2-yl)benzamide C(CCC)NC1=CC(=C(C(=O)N(C=2SC(=CN2)[N+](=O)[O-])C)C=C1)OCC